O1COCC(C1)C(C(=O)OC)=C methyl 1,3-dioxan-5-yl-acrylate